C1=CC=C2C(=C1)NC(=S)N2 2-thiobenzimidazole